benzyl (S)-3-(((((isobutyryloxy) methoxy) carbonyl) amino) methyl)-5-methylhexanoate C(C(C)C)(=O)OCOC(=O)NC[C@H](CC(=O)OCC1=CC=CC=C1)CC(C)C